2-(1-methyl-1H-pyrazol-4-yl)pyrazolo[1,5-a]pyridin-4-ol CN1N=CC(=C1)C1=NN2C(C(=CC=C2)O)=C1